1-bromo-3-fluoro-2-methyl-5-(trifluoromethyl)benzene BrC1=C(C(=CC(=C1)C(F)(F)F)F)C